FC1=C(C=CC(=C1)F)C=1C=C(NC1)C(=O)NC1C2CC3CC(CC1C3)(C2)O 4-(2,4-difluorophenyl)-N-(5-hydroxyadamantan-2-yl)-1H-pyrrole-2-carboxamide